5-vinylpyridine-14C C(=C)C=1C=C[14CH]=NC1